1-tetradecyl-3-methylimidazoline theophylline salt N1(C)C(=O)N(C)C=2N=CNC2C1=O.C(CCCCCCCCCCCCC)N1CN(CC1)C